NC=1C=CC(=C2CN(C(C12)=O)C/C(/C#N)=C\C)C1=CC=C2C=NN(C2=C1)C (2E)-2-{[7-amino-4-(1-methyl-1H-indazol-6-yl)-1-oxo-2,3-dihydro-1H-isoindol-2-yl]methyl}but-2-enenitrile